FC1=CC(=C(C=C1)C1=CC(=CC=C1)C=1OC2=C(N1)C=CC=C2)C2=NN=CN2C 2-(4'-Fluoro-2'-(4-methyl-4H-1,2,4-triazol-3-yl)-[1,1'-biphenyl]-3-yl)benzo[d]oxazole